NC1=NC=C(C(=N1)N[C@H](CO)C1=CC=C(C=C1)F)C=1OC=NN1 (S)-2-((2-Amino-5-(1,3,4-oxadiazol-2-yl)pyrimidin-4-yl)amino)-2-(4-fluorophenyl)ethan-1-ol